FC1=C(C(=CC=C1C=1N=CN(C1)C1=CC(=CC=C1)C(F)(F)F)O)N1CC(NS1(=O)=O)=O 5-(2-fluoro-6-hydroxy-3-(1-(3-(trifluoromethyl)phenyl)-1H-imidazol-4-yl)phenyl)-1,2,5-thiadiazolidin-3-one 1,1-dioxide